(2S,4R)-1-(2-(3-acetyl-5-(2-methylpyrimidin-5-yl)-1H-indazol-1-yl)acetyl)-N-((6-bromopyridin-2-yl)methyl)-4-fluoropyrrolidine-2-carboxamide C(C)(=O)C1=NN(C2=CC=C(C=C12)C=1C=NC(=NC1)C)CC(=O)N1[C@@H](C[C@H](C1)F)C(=O)NCC1=NC(=CC=C1)Br